methyl 6-(4,4-difluorocyclohexyl)-2-(1-methyl-1H-imidazol-5-yl)pyrimidine-4-carboxylate FC1(CCC(CC1)C1=CC(=NC(=N1)C1=CN=CN1C)C(=O)OC)F